(4R)-4-[3-Oxo-3-[3-[5-[[1-(trifluoromethyl)cyclopropyl]methylamino]pyrazin-2-yl]azetidin-1-yl]propyl]oxazolidin-2-one O=C(CC[C@H]1NC(OC1)=O)N1CC(C1)C1=NC=C(N=C1)NCC1(CC1)C(F)(F)F